COC1CCN(CC1)CC1(CCC1)CNC(=O)C1=CC2=C(S1)CCCCCC2 N-[[1-[(4-methoxypiperidin-1-yl)methyl]cyclobutyl]methyl]-4,5,6,7,8,9-hexahydrocycloocta[b]thiophene-2-carboxamide